C(C)(C)(C)[Si](C)(C)Cl Tert-butylchlorodimethylsilane